4,5-dihydroxy-2,3,7-trimethoxy-9,10-dihydrophenanthrene OC1=C(C(=CC=2CCC3=CC(=CC(=C3C12)O)OC)OC)OC